(R)-2-chloro-4-((tetrahydrofuran-3-yl)amino)pyrimidine-5-carboxylic acid ethyl ester C(C)OC(=O)C=1C(=NC(=NC1)Cl)N[C@H]1COCC1